6-([1,1'-biphenyl]-4-yl)-3H-imidazo[4,5-c]pyridine-2-carboxylic acid C1(=CC=C(C=C1)C1=CC2=C(C=N1)NC(=N2)C(=O)O)C2=CC=CC=C2